N[C@@H](CC1=C(C=CC(=N1)C(=O)N)F)C1=C(C=CC=C1)C1=NOC2=C1C=CC=C2 (S)-6-{2-Amino-2-[2-(benzo[d]isoxazol-3-yl)phenyl]ethyl}-5-fluoropyridine-2-carboxamide